N-(1-(3-((4-(trifluoromethyl)phenyl)amino)pyrazin-2-yl)azetidin-3-yl)acrylamide FC(C1=CC=C(C=C1)NC=1C(=NC=CN1)N1CC(C1)NC(C=C)=O)(F)F